N1N=CC(=C1)C1=CC2=C(N=C(S2)NC=2C=C(C(=O)N[C@@H]3CNCC3)C=CN2)C=C1 (S)-2-((6-(1H-pyrazol-4-yl)benzo[d]thiazol-2-yl)amino)-N-(pyrrolidin-3-yl)isonicotinamide